4-ethoxy-N-[3-fluoro-4-[[7-methoxy-6-(2-methoxyethoxy)-1,8-naphthyridin-4-yl]oxy]phenyl]-1-(4-fluorophenyl)-2-oxopyridine-3-carboxamide C(C)OC1=C(C(N(C=C1)C1=CC=C(C=C1)F)=O)C(=O)NC1=CC(=C(C=C1)OC1=CC=NC2=NC(=C(C=C12)OCCOC)OC)F